C(C1=CC=CC=C1)OC(=O)NC(C(=O)[O-])(CC)CC 2-(((Benzyloxy)carbonyl)amino)-2-ethylbutanoate